(3-(3-aminopropoxy)propyl)triphenylphosphonium chloride [Cl-].NCCCOCCC[P+](C1=CC=CC=C1)(C1=CC=CC=C1)C1=CC=CC=C1